2-[[3-fluoro-5-(trifluoromethyl)benzoyl]amino]-4-[2-methoxyethyl-[4-(5,6,7,8-tetrahydro-1,8-naphthyridin-2-yl)butyl]amino]butanoic acid FC=1C=C(C(=O)NC(C(=O)O)CCN(CCCCC2=NC=3NCCCC3C=C2)CCOC)C=C(C1)C(F)(F)F